C1C(CC12CCNCC2)CC2=CC(=C(C=C2)C=2C=1C(=C(SC1N1C(=NN=C1[C@@H](N2)CC=2OC=CN2)C)C)C)F 2-[[(9S)-7-[4-(7-azaspiro[3.5]nonan-2-ylmethyl)-2-fluoro-phenyl]-4,5,13-trimethyl-3-thia-1,8,11,12-tetrazatricyclo[8.3.0.02,6]trideca-2(6),4,7,10,12-pentaen-9-yl]methyl]oxazole